C(CCCCCCCCCCC)N(CCCCCCCCCC(=O)OCCOC(CCCCCCCCCN(CCO)CCCCCCCCCCCC)=O)CCO Ethane-1,2-diyl bis(10-(dodecyl(2-hydroxyethyl)amino)decanoate)